4-amino-7-fluoro-N-((3R)-4-fluoro-6-(trifluoromethyl)-2,3-dihydro-1-benzofuran-3-yl)-N,1-dimethyl-1H-pyrazolo-[4,3-c]quinoline-8-carboxamide NC1=NC=2C=C(C(=CC2C2=C1C=NN2C)C(=O)N(C)[C@H]2COC1=C2C(=CC(=C1)C(F)(F)F)F)F